C1=C(C=CC2=CC=CC=C12)Cl β-Naphthylchlorid